tert-butyl N-[(1R,4R,7R)-2-azabicyclo[2.2.1]heptan-7-yl]carbamate [C@@H]12NC[C@@H](CC1)[C@H]2NC(OC(C)(C)C)=O